NC=1C=C(C=2C(C3=CC=C(C=C3OC2C1)N)=O)C=C 3,6-diamino-1-vinyl-9H-xanthen-9-one